ClCC=1OC(=NN1)\C=C\C1=CC=C(C=C1)Cl 2-(chloromethyl)-5-[(1E)-2-(4-chlorophenyl)vinyl]-1,3,4-oxadiazole